ClC1=NC2=C(C(=CC=C2C(=C1)N1C=NC=C1)Cl)Cl 2,7,8-trichloro-4-(1H-imidazol-1-yl)quinoline